3-bromo-2-(3,5-difluorophenoxy)pyridine BrC=1C(=NC=CC1)OC1=CC(=CC(=C1)F)F